2,2-difluoro-4-(6-fluoropyridin-2-oxy)-7-(trifluoromethylthio)-2,3-dihydro-1H-inden-1-one FC1(C(C2=C(C=CC(=C2C1)OC1=NC(=CC=C1)F)SC(F)(F)F)=O)F